benzyl (5-aminobicyclo[3.1.1]heptan-1-yl)carbamate hydrochloride Cl.NC12CCCC(C1)(C2)NC(OCC2=CC=CC=C2)=O